ClC1=CC=C(C=C1)C1=CC(=NN1C1=CC=C(C=C1)S(=O)(=O)N)C(F)F 4-[5-(4-chlorophenyl)-3-(difluoromethyl)-1H-pyrazol-1-yl]benzenesulfonamide